C(C)O\N=C\C=1C=C(C=CC1)C1=CC=C(C=C1)C=1C=C(C2=C(NC(=N2)C)C1)C(=O)O (E)-6-(3'-((ethoxyimino)methyl)-[1,1'-biphenyl]-4-yl)-2-methyl-1H-benzo[d]imidazole-4-carboxylic acid